N,N-dimethyl-6-((9z,12z)-octadecane-9,12-dien-1-yl)tetracosan-5,15,18-trien-1-amine CN(CCCCC=C(CCCCCCCCC=CCC=CCCCCC)CCCCCCCC\C=C/C\C=C/CCCCC)C